Methyl-(((cis-3-(2-amino-6-methoxy-9H-purin-9-yl)cyclobutyl)methoxy)(naphthalen-1-yloxy)phosphoryl)-L-alanin CN([C@@H](C)C(=O)O)P(=O)(OC1=CC=CC2=CC=CC=C12)OC[C@@H]1C[C@@H](C1)N1C2=NC(=NC(=C2N=C1)OC)N